[BiH]=S bismuthanthione